(+)-1-(4-chloro-phenyl)-3-[(3R*,4S*)-4-(4-methoxy-phenyl)-1-methyl-2-oxopyrrolidin-3-yl]urea ClC1=CC=C(C=C1)NC(=O)N[C@H]1C(N(C[C@@H]1C1=CC=C(C=C1)OC)C)=O |o1:11,15|